2-(tetrahydro-1H-pyrrol-2-yl)benzo[d][1,3]thiazole N1C(CCC1)C=1SC2=C(N1)C=CC=C2